CN1N=CC2=CC(=C(C=C12)OC1=CC=C(C=C1)OCCCN1CCOCC1)C(=O)N 1-methyl-6-[4-(3-morpholinopropoxy)phenoxy]indazole-5-carboxamide